C(C1=CC=CC=C1)O[C@@H]1[C@H](N(C[C@@H]([C@H]1OCC1=CC=CC=C1)OCC1=CC=CC=C1)CCC1=C(C=CC=C1)C)C (2R,3R,4R,5S)-3,4,5-tris(benzyloxy)-2-methyl-1-(2-methylphenethyl)piperidine